ClC1=NC=NC(=C1CO)OC (4-chloro-6-methoxy-pyrimidin-5-yl)methanol